6-Methyl-1-benzyl-2-(pyridin-4-yl)-1H-benzo[d]imidazole CC=1C=CC2=C(N(C(=N2)C2=CC=NC=C2)CC2=CC=CC=C2)C1